2-[(2-{[4-(1H-pyrazol-4-yl)phenyl]amino}-5-(trifluoromethyl)pyrimidin-4-yl)amino]-N-methylbenzamide N1N=CC(=C1)C1=CC=C(C=C1)NC1=NC=C(C(=N1)NC1=C(C(=O)NC)C=CC=C1)C(F)(F)F